C(#N)C=1C(=NC(=NC1)NC1=C(C=C(C=C1)N1CCC(CC1)N1CCC(CC1)(C)O)NC(C=C)=O)NC1=C(C=CC=C1)OC(C)C N-(2-((5-cyano-4-((2-isopropoxyphenyl)amino)pyrimidin-2-yl)amino)-5-(4-hydroxy-4-methyl-[1,4'-bipiperidin]-1'-yl)phenyl)acrylamide